N-(cyclohexylidene)-1-propylamine C1(CCCCC1)=NCCC